4-tert-butyl-6-methylresorcinol diacetate C(C)(=O)OC1=CC(OC(C)=O)=C(C=C1C)C(C)(C)C